(2E)-2-butene C\C=C\C